C(N)(=O)C1=CC=CC(=N1)C=1C=NC(=CC1)NC(OC(C)(C)C)=O tert-butyl (6-carbamoyl-[2,3'-bipyridin]-6'-yl)carbamate